((3aR,4R,6R,6aS)-6-(2-amino-4-methyl-7H-pyrrolo[2,3-d]pyrimidin-7-yl)-2,2-dimethyltetrahydro-4H-cyclopenta[d][1,3]dioxol-4-yl)(3,4-difluorophenyl)methanol NC=1N=C(C2=C(N1)N(C=C2)[C@@H]2C[C@@H]([C@@H]1[C@H]2OC(O1)(C)C)C(O)C1=CC(=C(C=C1)F)F)C